(2s,3s,4s,5s,6r)-6-(hydroxymethyl)tetrahydro-2H-pyran-2,3,4,5-tetraol OC[C@@H]1[C@H]([C@@H]([C@@H]([C@H](O1)O)O)O)O